(R)-2-(1-(3-chlorophenyl)-1H-pyrazol-4-yl)-N-(3-((S)-2,2-difluorocyclopropyl)-1H-pyrazol-5-yl)propanamide ClC=1C=C(C=CC1)N1N=CC(=C1)[C@H](C(=O)NC1=CC(=NN1)[C@H]1C(C1)(F)F)C